(3R,4S,5R,6R)-4,5-bis(benzyloxy)-6-((benzyloxy)methyl)-3-fluorotetrahydro-2H-pyran-2-yl acetate C(C)(=O)OC1O[C@@H]([C@H]([C@@H]([C@H]1F)OCC1=CC=CC=C1)OCC1=CC=CC=C1)COCC1=CC=CC=C1